NC1C(SC(=C1N)C(=O)OCC)(C=1SC=CC1)C(=O)OCC Diethyl 3,4-diamino-bithiophene-2,5-dicarboxylate